FC(C1=CNC2=NC=C(C=C21)S(=O)(=O)Cl)(F)F 3-(trifluoromethyl)-1H-pyrrolo[2,3-B]pyridine-5-sulfonyl chloride